N1(CCC1)S(=O)(=O)NC(=N)[C@H]1N2C(N([C@H](CC1)C2)OS(=O)(=O)[O-])=O (2S,5R)-2-(N-(azetidin-1-ylsulfonyl) carbamimidoyl)-7-oxo-1,6-diazabicyclo[3.2.1]oct-6-ylsulfate